(S)-1-(3-hydroxy-2-phosphono-methoxypropyl)cytosine OC([C@H](CN1C(=O)N=C(N)C=C1)P(=O)(O)O)OC